3,9-bis(4-(allyloxy)-3-methoxyphenyl)-2,4,8,10-tetraoxaspiro[5.5]undecane C(C=C)OC1=C(C=C(C=C1)C1OCC2(CO1)COC(OC2)C2=CC(=C(C=C2)OCC=C)OC)OC